3-fluoro-4-phenyl-2-(p-tolyl)benzofuro[3,2-b]pyridine FC=1C(=C2C(=NC1C1=CC=C(C=C1)C)C1=C(O2)C=CC=C1)C1=CC=CC=C1